C1(CCC1)C=1C(=NN(C1NC(OC1CC(C1)(F)F)=O)C)CC1CCCCC1 3,3-difluorocyclobutyl (4-cyclobutyl-3-(cyclohexylmethyl)-1-methyl-1H-pyrazol-5-yl)carbamate